2-[(3R)-3-(1-{4-[(1R)-1-(2,4-dichlorophenyl)ethoxy]-5,6-dimethylpyridin-2-yl}azetidin-3-yl)piperidin-1-yl]ethanol ClC1=C(C=CC(=C1)Cl)[C@@H](C)OC1=CC(=NC(=C1C)C)N1CC(C1)[C@@H]1CN(CCC1)CCO